ClC=1C=C(C(=C(C1)N(C)C1=CC=C(C=C1)OC)C)N 5-chloro-N1-(4-methoxyphenyl)-N1,2-dimethylbenzene-1,3-diamine